tris-(2-hydroxyethyl)methylammonium hydroxide [OH-].OCC[N+](C)(CCO)CCO